C1(=CCCCCC1)C1=C(C=C2C(=N1)CCC2)C(=O)OC methyl 2-(cyclohepten-1-yl)-6,7-dihydro-5H-cyclopenta[b]pyridine-3-carboxylate